ClC=1N(C(C=2N(C=NC2N1)C)=O)C 2-chloro-1,7-dimethyl-1,7-dihydro-6H-purin-6-one